C(C)(C)(C)N1C[C@@H](CC1=O)C(=O)N1[C@@H]([C@H]2C([C@H]2C1)(C)C)C(=O)N[C@@H](C[C@H]1C(NCC1)=O)C#N (1R,2S,5S)-3-{[(3R)-1-tert-butyl-5-oxopyrrolidin-3-yl]carbonyl}-N-{(1S)-1-cyano-2-[(3S)-2-oxopyrrolidin-3-yl]ethyl}-6,6-dimethyl-3-azabicyclo[3.1.0]hexane-2-carboxamide